FC1=CC2=C(C(CCO2)(O)C(C)(C)S(=O)(=O)NC(OC(C)(C)C)=O)C=C1 tert-butyl N-[2-(7-fluoro-4-hydroxy-3,4-dihydro-2H-1-benzopyran-4-yl)propane-2-sulfonyl]carbamate